C1(=CC=CC=C1)S(=O)(=O)NC(=O)C=1C(=NC(=CC1)N1N=C(C=C1)OCC(C1CC1)C1CC1)N1C(C[C@@H](C1)C)(C)C N-(benzenesulfonyl)-6-[3-(2,2-dicyclopropylethoxy)pyrazol-1-yl]-2-[(4S)-2,2,4-trimethylpyrrolidin-1-yl]pyridine-3-carboxamide